NC=1N=C(SC1C(C1=CC=C(C=C1)OC)=O)N(C1=CC(=C(C=C1)Cl)F)C(C(=O)N)C (N-[4-Amino-5-(4-methoxybenzoyl)thiazol-2-yl]-4-chloro-3-fluoroanilino)propanamid